FC1=C(C=C2CCN(C2=C1)C)S(=O)(=O)Cl 6-Fluoro-1-methylindoline-5-sulfonyl chloride